(Z)-2-(4-(2H-tetrazol-5-yl)benzylidene)-6-((2,6-dimethylbenzyl)sulfonyl)-2H-benzo[b][1,4]thiazin-3(4H)-one N=1NN=NC1C1=CC=C(\C=C/2\C(NC3=C(S2)C=CC(=C3)S(=O)(=O)CC3=C(C=CC=C3C)C)=O)C=C1